3-(5-chloro-1-p-toluenesulfonyl-1H-indol-4-yl)-5-(1H-indol-6-yl)-4-isopropyl-1H-pyrrole-2-carboxylic acid ethyl ester C(C)OC(=O)C=1NC(=C(C1C1=C2C=CN(C2=CC=C1Cl)S(=O)(=O)C1=CC=C(C)C=C1)C(C)C)C1=CC=C2C=CNC2=C1